N,N'-bis(6-(trifluoromethyl)pyridin-2-yl)-6-(isopropylamino)-[1,3,5]triazine-2,4-diamine FC(C1=CC=CC(=N1)NC1=NC(=NC(=N1)NC1=NC(=CC=C1)C(F)(F)F)NC(C)C)(F)F